C=CCCCCCCCCCCCCCCCCCCCCC trieicosene